FC(C)(F)C1=CC(=C(C=C1)C1=NN=C(C(N1C)=O)N[C@H]1CN(CCC1)CC)O 3-[4-(1,1-Difluoroethyl)-2-hydroxy-phenyl]-6-[[(3R)-1-ethyl-3-piperidyl]amino]-4-methyl-1,2,4-triazin-5-one